N-([1,1':3',1''-Terphenyl]-4'-yl)-9,9-dimethyl-9H-fluoren-2-amine C1(=CC=CC=C1)C1=CC(=C(C=C1)NC1=CC=2C(C3=CC=CC=C3C2C=C1)(C)C)C1=CC=CC=C1